C(C)OC1=CSC(=C1)C1=NC=NC(=C1)NCCN1C(=CC2=C(C=CC=C12)OC)C 3-Ethoxy-5-{6-[2-(4-methoxy-2-methyl-indol-1-yl)-ethylamino]-pyrimidin-4-yl}-thiophen